trans-2-[4-(trifluoromethyl)phenyl]vinyl-boronic acid FC(C1=CC=C(C=C1)/C=C/B(O)O)(F)F